C1(=CC=CC=C1)C1=NC2=CC=CC=C2C2=NC3=CC4=C(C=C3C(N21)=O)C=CC=C4 6-Phenyl-8H-benzo[g]quinazolino[4,3-b]quinazolin-8-one